BrC1=CC=C(S1)C(=O)NC1CC(CCC1)C=1C=C(C=CC1)N1C=CC2=CC=C(C=C12)C(=O)NC 3-(3-(5-bromothiophene-2-carboxamido)cyclohexyl)-N-methyl-phenyl-1H-indole-6-carboxamide